5-(6-heptylphenyl)-dihydroxybenzoic acid C(CCCCCC)C1=CC=CC=C1C=1C=C(C(=C(C(=O)O)C1)O)O